CN(C=C(C#N)C(=O)C=1N(C2=CC=C(C=C2C1)F)S(=O)(=O)C1=CC=CC=C1)C 3-(dimethylamino)-2-(5-fluoro-1-(phenylsulfonyl)-1H-indole-2-carbonyl)acrylonitrile